4-(tert-butyl 6-((4-chlorobenzofuran-7-yl)methoxy)pyridin-2-yl)piperidine-1-carboxylate C(C)(C)(C)C=1C(=NC(=CC1)OCC1=CC=C(C=2C=COC21)Cl)C2CCN(CC2)C(=O)[O-]